C(C)(C)(C)C(COP([O-])(=O)C1=CC=C(C=C1)C1=CC=C(C=C1)P([O-])([O-])=O)CC(C)C(C)(C)C (2,4-Di-tert-butylpentyl)[1,1-biphenyl]-4,4'-diylbisphosphonate